CC1=CC=C(C=C1)N(N)C1=NC=CC=C1 2-(1-(4-methylphenyl)hydrazino)pyridine